2-amino-2-(1-methyl-2-oxo-4-quinolyl)acetamide NC(C(=O)N)C1=CC(N(C2=CC=CC=C12)C)=O